C1=CC=CC=2C3=CC=CC=C3C(C12)COC(=O)N([C@@H](CCCNC(N)=N)C(=O)O)S(=O)(=O)C1=C(C(=C2C(CC(O2)(C)C)C1C)C)C 9-fluorenylmethoxycarbonyl-2,2,4,6,7-pentamethyldihydrobenzofuran-5-sulfonyl-L-arginine